5-methoxy-5-oxo-4-phenylpentan-2-yl benzoate C(C1=CC=CC=C1)(=O)OC(C)CC(C(=O)OC)C1=CC=CC=C1